(R)-3-methoxy-5-(8-methyl-5,6,7,8-tetrahydro-[1,2,4]triazolo[4,3-a]pyrazine-3-yl)-1,2,4-thiadiazole COC1=NSC(=N1)C1=NN=C2N1CCN[C@@H]2C